C(#N)N1[C@H]2[C@@H](C[C@@H]1CC2)N(C([C@H]2N(CCC2)C2=C(C(=CC(=C2)Cl)Cl)Cl)=O)C N-((1R,2R,4S)-7-cyano-7-azabicyclo[2.2.1]heptan-2-yl)-N-methyl-1-(2,3,5-trichlorophenyl)-L-prolinamide